O=C1NC(CCC1N1C(C2=CC=CC(=C2C1)C#CCCNC(C1=NC=C(C=C1)C=1N=CC2=C(C=CC=C2C1)C1=CC(=CC=2NC(C[C@H](NC21)C)=O)CC)=O)=O)=O N-(4-(2-(2,6-Dioxopiperidin-3-yl)-1-oxoisoindolin-4-yl)but-3-yn-1-yl)-5-(8-((R)-8-ethyl-4-methyl-2-oxo-2,3,4,5-tetrahydro-1H-benzo[b][1,4]diazepin-6-yl)isoquinolin-3-yl)picolinamide